(3S,4S)-1-Cyclohexyl-4-{[5-(2,4-difluoro-phenyl)-isoxazole-3-carbonyl]-amino}-piperidine-3-carboxylic acid [(R)-1-(5-fluoro-pyrimidin-2-yl)-ethyl]-amide FC=1C=NC(=NC1)[C@@H](C)NC(=O)[C@H]1CN(CC[C@@H]1NC(=O)C1=NOC(=C1)C1=C(C=C(C=C1)F)F)C1CCCCC1